ClC1=C(C=CC(=C1)C(F)(F)F)NC(CN1C(=C(C(N2N=C(N=C12)C1=CC2=CN=CN2C=C1)=O)N1CCN(CC1)C(=O)C1=NC=NC(=C1O)C)CC)=O N-[2-chloro-4-(trifluoromethyl)phenyl](6-ethyl-5-{4-[(5-hydroxy-6-methyl-4-pyrimidinyl)carbonyl]-1-piperazinyl}-4-oxo-7H-1,2',3,3a,7,7a'-hexaaza-2,5'-biindenyl-7-yl)acetamide